COC(=O)C1CCN(CC1)C1=NC=C(C=C1)C(NC=1SC(=C(N1)C1=NC=CC=C1)C#N)=O 1-(5-((5-cyano-4-(pyridin-2-yl)thiazol-2-yl)carbamoyl)pyridin-2-yl)piperidine-4-carboxylic acid methyl ester